3-(3,3,5-trimethylcyclohexyl)aminobutane-2-sulfonic acid CC1(CC(CC(C1)C)NC(C(C)S(=O)(=O)O)C)C